ClCC(CC)CC 3-(chloromethyl)pentane